(2-adamantyl)-N-(2-chloro-1H-benzimidazol-5-yl)acetamide C12C(C3CC(CC(C1)C3)C2)CC(=O)NC2=CC3=C(NC(=N3)Cl)C=C2